N-succinyl-phenylalanine C(CCC(=O)O)(=O)N[C@@H](CC1=CC=CC=C1)C(=O)O